FC1=CC(=CC2=C1N=C(N2C(C)C)C)C2=NC(=NC=C2)N 4-(7-fluoro-2-methyl-3-propan-2-ylbenzimidazol-5-yl)pyrimidin-2-amine